2-(4-(1H-imidazol-1-yl)phenyl)-5-methyl-4-((4-(3-(trifluoromethoxy)phenyl)piperidin-1-yl)methyl)oxazole N1(C=NC=C1)C1=CC=C(C=C1)C=1OC(=C(N1)CN1CCC(CC1)C1=CC(=CC=C1)OC(F)(F)F)C